C(C)(=O)N1CCC(CC1)NC1=NC=C(C(=N1)C=1C=C(C=CC1)N1C(CCC1)=O)F 1-[3-[2-[(1-acetyl-4-piperidyl)amino]-5-fluoro-pyrimidin-4-yl]phenyl]pyrrolidin-2-one